3-(5-Bromofuran-2-yl)-5,6-dihydro-[1,2,4]triazolo[4,3-a]pyrazine-7(8H)-carboxylic acid tert-butyl ester C(C)(C)(C)OC(=O)N1CC=2N(CC1)C(=NN2)C=2OC(=CC2)Br